tert-butyl (3-hydroxy-2-(1-(m-tolyl)-1H-indazole-6-carboxamido)propyl)carbamate OCC(CNC(OC(C)(C)C)=O)NC(=O)C1=CC=C2C=NN(C2=C1)C=1C=C(C=CC1)C